FC1=C(C(=C(C(=C1F)SC)F)F)NC1=NC=C(C=C1)N N2-(2,3,5,6-tetrafluoro-4-(methylthio)phenyl)pyridine-2,5-diamine